4,4'-Cyclohexylidenbis[Phenol] C1(CCCCC1)(C1=CC=C(C=C1)O)C1=CC=C(C=C1)O